CS(=O)(=O)OC1=C(C=CC(=C1)NC(C=C)=O)OCCCCCCCCCCCC (5-acrylamido-2-(dodecyloxy) phenyl) methanesulfonate